C(C)(C)(C)OC(=O)N[C@H](C(=O)NCCC(=O)OC(C)(C)C)CNC(=O)OC(C)(C)C tert-butyl (S)-3-(2,3-bis((tert-butoxy-carbonyl)amino)propanamido)propanoate